2-fluoro-N-(9-methyl-3-oxa-9-azabicyclo[3.3.1]nonan-7-yl)-7,8,9,10-tetrahydro-6H-azepino[1,2-a]indole-11-carboxamide FC=1C=C2C(=C3N(C2=CC1)CCCCC3)C(=O)NC3CC1COCC(C3)N1C